5-carboxy-2-(2,4-dihydroxyphenyl)-2H-benzotriazole C(=O)(O)C1=CC=2C(=NN(N2)C2=C(C=C(C=C2)O)O)C=C1